O[C@@H](C)C=1N(C=CN1)CC1=NOC(=C1)C1=CC=C(C=C1)C#CC=1C=CC(=NC1)CCO (S)-2-(5-((4-(3-((2-(1-hydroxyethyl)-1H-imidazol-1-yl)methyl)isoxazol-5-yl)phenyl)ethynyl)pyridin-2-yl)ethan-1-ol